tert-butyl 3-[1-[(1-methylcyclopropyl)methyl]-6-[(1-methylcyclopropyl)sulfamoyl]-2,4-dioxo-quinazolin-3-yl]azetidine-1-carboxylate CC1(CC1)CN1C(N(C(C2=CC(=CC=C12)S(NC1(CC1)C)(=O)=O)=O)C1CN(C1)C(=O)OC(C)(C)C)=O